N-[(5-Amino-3-azabicyclo[3.1.0]hexan-3-yl)sulfonyl]-6-(3-fluoro-5-isobutoxyphenyl)-2-[(4S)-2,2,4-trimethylpyrrolidin-1-yl]pyridin-3-carboxamid NC12CN(CC2C1)S(=O)(=O)NC(=O)C=1C(=NC(=CC1)C1=CC(=CC(=C1)OCC(C)C)F)N1C(C[C@@H](C1)C)(C)C